C(C)(=O)O[C@@H](C(=O)Cl)C (2R)-1-chloro-1-oxopropan-2-yl acetate